rac-(1S,2R,4R)-4-(5-bromo-6-methoxy-2H-indazol-2-yl)-2-methylcyclohexan-1-ol BrC1=CC2=CN(N=C2C=C1OC)[C@H]1C[C@H]([C@H](CC1)O)C |r|